2-(3-(hydroxy(2-(3-((4-methyl-1H-indol-5-yl)oxy)phenyl)-1H-imidazol-5-yl)methyl)phenyl)cyclopropane-1-carboxylic acid OC(C=1C=C(C=CC1)C1C(C1)C(=O)O)C1=CN=C(N1)C1=CC(=CC=C1)OC=1C(=C2C=CNC2=CC1)C